ClC=1C=C(C(=O)NC)C=CC1C[C@@H](CNC(C[C@@H](C1(CC1)C(F)(F)F)C=1C=NC(=CC1)C)=O)N(C)C 3-chloro-4-((S)-2-(dimethylamino)-3-((R)-3-(6-methylpyridin-3-yl)-3-(1-(trifluoromethyl)cyclopropyl)propanamido)propyl)-N-methylbenzamide